The molecule is a linear amino pentasaccharide comprising N-acetyl-beta-D-glucosamine at the reducing end with an N-acetyl-beta-D-glucosaminyl-(1->4)-beta-D-galactosyl-(1->4)-N-acetyl-beta-D-glucosaminyl-(1->3)-beta-D-galactosyl moiety at the 4-position. It has a role as an epitope. It is an amino pentasaccharide and a glucosamine oligosaccharide. CC(=O)N[C@@H]1[C@H]([C@@H]([C@H](O[C@H]1O)CO)O[C@H]2[C@@H]([C@H]([C@H]([C@H](O2)CO)O)O[C@H]3[C@@H]([C@H]([C@@H]([C@H](O3)CO)O[C@H]4[C@@H]([C@H]([C@H]([C@H](O4)CO)O[C@@H]5[C@@H]([C@H]([C@@H]([C@H](O5)CO)O)O)NC(=O)C)O)O)O)NC(=O)C)O)O